(S)-2-(dimethylamino)-N-(1-(3-(2-(trifluoromethyl)pyridin-4-yl)-1,2,4-oxadiazol-5-yl)ethyl)acetamide CN(CC(=O)N[C@@H](C)C1=NC(=NO1)C1=CC(=NC=C1)C(F)(F)F)C